C(C1=CC=CC=C1)OC1=NC(=CC=C1C1=NN(C2=CC(=CC=C12)CC(OC)OC)C)OCC1=CC=CC=C1 3-(2,6-bis(benzyloxy)pyridin-3-yl)-6-(2,2-dimethoxyethyl)-1-methyl-1H-indazole